C(C)N(P(=O)(CC1=C(C=C(C=C1)C1=NOC(=N1)C(F)(F)Cl)F)OCCCC(C)(C(=S)C(=S)CCCCCCCCCCCC)C#N)C1=C(C=CC=C1)Cl 4-cyano-4-[(dodecylthiocarbonyl)thiocarbonyl]pentanol ethyl-P-(4-(5-(chlorodifluoromethyl)-1,2,4-oxadiazol-3-yl)-2-fluorobenzyl)-N-(2-chlorophenyl)phosphonamidate